C(C)(C)(C)OC(=O)N[C@@H](CC1=CC=CC=C1)C(=O)N[C@H](CC1=CN(C2=CC=CC=C12)C)C(=O)OCC ethyl Nα-((tert-butoxycarbonyl)-L-phenylalanyl)-1-methyl-D-tryptophanate